(E)-3-(3,4-dichlorobenzylidene)pyrrolidine-2,5-dione ClC=1C=C(\C=C/2\C(NC(C2)=O)=O)C=CC1Cl